1-ethoxy-1-t-butylperoxycyclohexane C(C)OC1(CCCCC1)OOC(C)(C)C